C(C1=CC=CC=C1)(C1=CC=CC=C1)N(C=1N(C(C(=C(N1)C(=O)NC1=NOC(=C1C)C)O)=O)C)C 2-(benzhydryl(methyl)amino)-N-(4,5-dimethylisoxazol-3-yl)-5-hydroxy-1-methyl-6-oxo-1,6-dihydropyrimidine-4-carboxamide